caprylic acid N-methylamide CNC(CCCCCCC)=O